isopropyl ((R)-(((2R,3S,4R,5R)-5-(2-amino-4-(hydroxyamino)-7H-pyrrolo[2,3-d]pyrimidin-7-yl)-3,4-dihydroxytetrahydrofuran-2-yl)methoxy)(phenoxy)phosphoryl)-D-alaninate NC=1N=C(C2=C(N1)N(C=C2)[C@H]2[C@@H]([C@@H]([C@H](O2)CO[P@@](=O)(OC2=CC=CC=C2)N[C@H](C)C(=O)OC(C)C)O)O)NO